4-(2-aminoethoxy)-2-(2,6-dioxo-3-piperidyl)isoindoline-1,3-dione 2,2,2-trifluoroacetate salt FC(C(=O)O)(F)F.NCCOC1=C2C(N(C(C2=CC=C1)=O)C1C(NC(CC1)=O)=O)=O